trans-N-(3-(1-Cyclopropyl-1H-pyrazol-4-yl)phenyl)-4-(2-(3-hydroxypropoxy)acetamido)-N-((trans-4-(4-methoxy-3-methylphenyl)cyclohexyl)methyl)cyclohexanecarboxamide C1(CC1)N1N=CC(=C1)C=1C=C(C=CC1)N(C(=O)[C@@H]1CC[C@H](CC1)NC(COCCCO)=O)C[C@@H]1CC[C@H](CC1)C1=CC(=C(C=C1)OC)C